C(C)(=O)O[C@@H]1C[C@]2(C(C)(C)O)O[C@@H]3[C@H]([C@@]1(C)O2)[C@]2(CC[C@@H]1[C@]4(CC[C@@H](C[C@@]4(C=C[C@H]1[C@@H]2C3)O)O)C)C (3S,5S,16S,20R,22R,24S)-16,24:20,24-diepoxycholest-6-ene-3,5,22,25-tetrol 22-acetate